CC1=C(C2=C(N=N1)SC1=C2N=CN=C1NCC1=CC=C(C=C1)C(=O)N1CC2(COC2)C1)C [4-[[(3,4-dimethylpyrimido[4',5':4,5]thieno[2,3-c]pyridazin-8-yl)amino]methyl]phenyl]-(2-oxa-6-azaspiro[3.3]heptan-6-yl)methanone